N-(5-Bromo-4-(2-(dimethylamino)ethoxy)pyridin-2-yl)-2'-cyano-4'-(5-methyl-1,2,4-oxadiazol-3-yl)-[1,1'-biphenyl]-4-carboxamid BrC=1C(=CC(=NC1)NC(=O)C1=CC=C(C=C1)C1=C(C=C(C=C1)C1=NOC(=N1)C)C#N)OCCN(C)C